C(C)(C)(C)OC(=O)N1CCN(CC1)C=1C2=CN(N=C2C=C(C1)Br)C=1SC(=NN1)C(F)F 4-{6-bromo-2-[5-(difluoromethyl)-1,3,4-thiadiazol-2-yl]indazol-4-yl}piperazine-1-carboxylic acid tert-butyl ester